para-chlorobenzoyl-(dimethoxy)-benzoin ClC1=CC=C(C(=O)C2=C(C(=C(C=C2)C(=O)C(O)C2=CC=CC=C2)OC)OC)C=C1